(2-(2-(4-fluorophenyl)thiazol-4-yl)propan-2-yl)carbamat FC1=CC=C(C=C1)C=1SC=C(N1)C(C)(C)NC([O-])=O